NC1CCN(CC1)C1=NC(=C2N=CN(C2=N1)C(C)C)NCC1=C(C=CC=C1)N1N=C(C=C1)C 2-(4-aminopiperidin-1-yl)-9-isopropyl-N-(2-(3-methyl-1H-pyrazol-1-yl)benzyl)-9H-purin-6-amine